tert-butyl (1S,4S)-5-[6-[(2-benzamido-4-pyridyl)amino]-5-nitro-2-pyridyl]-2,5-diazabicyclo[2.2.1]heptane-2-carboxylate C(C1=CC=CC=C1)(=O)NC1=NC=CC(=C1)NC1=C(C=CC(=N1)N1[C@@H]2CN([C@H](C1)C2)C(=O)OC(C)(C)C)[N+](=O)[O-]